2-[1-(3,3-dimethyl-1-cyclopenten-1-yl)ethoxy]-2-oxoethyl propionate C(CC)(=O)OCC(=O)OC(C)C1=CC(CC1)(C)C